2-benzyl-benzo[d]isothiazol-3(2H)-one C(C1=CC=CC=C1)N1SC2=C(C1=O)C=CC=C2